3-[2-(2,4-Dimethyl-phenyl)-thiazol-4-yl]-7-hydroxy-chromen-2-one CC1=C(C=CC(=C1)C)C=1SC=C(N1)C=1C(OC2=CC(=CC=C2C1)O)=O